FC(C[C@H](C(=O)NC1=NC=CC(=C1)C1=C(C2=NC(=CC(=C2N1)[C@H]1OCCC1)F)C1=NC=CC=C1)C1=CC=C(C=C1)F)F (2S)-4,4-difluoro-N-(4-{5-fluoro-7-[(2S)-oxolan-2-yl]-3-(pyridin-2-yl)-1H-pyrrolo[3,2-b]pyridin-2-yl}pyridin-2-yl)-2-(4-fluorophenyl)butanamide